NC[C@H](C)NC(OC(C)(C)C)=O tert-butyl N-[(1S)-2-amino-1-methyl-ethyl]carbamate